BrC1=CC=C(C=C1)C(COC)(C)C=1N=C(SC1)NC(C1=C(C=C(C=C1F)N1CCNCC1)F)=O N-(4-(2-(4-bromophenyl)-1-methoxypropan-2-yl)thiazol-2-yl)-2,6-difluoro-4-(piperazin-1-yl)benzamide